C(CCCCCCCC(=O)OCCCCCCCCCCC)(=O)OCCCCCCCCCCC di-undecyl azelate